BrC1=CC(=NC=C1)NC(OC(C)(C)C)=O tert-butyl (4-bromopyridin-2-yl)carbamate